8-(5-(2-(dimethylamino)ethoxy)-2-fluorophenyl)-N2-(6-(piperazin-1-yl)pyridin-3-yl)quinazoline-2,4-diamine CN(CCOC=1C=CC(=C(C1)C=1C=CC=C2C(=NC(=NC12)NC=1C=NC(=CC1)N1CCNCC1)N)F)C